BrC=1C(=C2C(=NC1)N=C(N2)C2=C(N(C(=C2)C)C=2C(=C(C=CC2)C(=O)N2CCN(CC2)C)C)C)N[C@@H]2CN(CC2)S(=O)(=O)CC (3-(3-(6-Bromo-7-(((S)-1-(ethylsulfonyl)pyrrolidin-3-yl)amino)-1H-imidazo[4,5-b]pyridin-2-yl)-2,5-dimethyl-1H-pyrrol-1-yl)-2-methylphenyl)(4-methylpiperazin-1-yl)methanon